Br[C@]1(C(O)O[C@@H]([C@H]1O[Si](C)(C)C(C)(C)C)CO[Si](C)(C)C(C)(C)C)F (2R)-2-deoxy-2-bromo-2-fluoro-3,5-di-O-(tert-butyldimethylsilyl)-D-ribofuranose